C([C@H](O)C1=CC=CC=C1)(=O)O |r| rac.-mandelic acid